ClC=1N=C2C(=C(C(N(C2=CC1)C)=O)C#N)N1CCN(CC1)CC1=C(C=C(C=C1)C#N)F 6-chloro-4-{4-[(4-cyano-2-fluorophenyl)methyl]piperazin-1-yl}-1-methyl-2-oxo-1,2-dihydro-1,5-naphthyridine-3-carbonitrile